C1(CC1)C(=O)NC1=NC=C(C(=O)NC)C(=C1)NC1=C(C(=CC=C1)C=1OC(=NN1)C)OC 6-(cyclopropanecarboxamido)-4-((2-methoxy-3-(5-methyl-1,3,4-oxadiazol-2-yl)phenyl)amino)-N-methylnicotinamide